FCC1CN(CCC1)C=1N=C(C2=C(N1)N=CC=C2)NCC=2C(=NC=CC2)C(F)(F)F 2-(3-(fluoromethyl)piperidin-1-yl)-N-((2-(trifluoromethyl)pyridin-3-yl)methyl)pyrido[2,3-d]pyrimidin-4-amine